tertiary amyl-benzene C(C)(C)(CC)C1=CC=CC=C1